(R)-1-(3-fluorophenyl)-2-((2-methyl-1-((1r,4R)-4-(methylamino)cyclohexyl)propan-2-yl)amino)ethan-1-ol FC=1C=C(C=CC1)[C@H](CNC(CC1CCC(CC1)NC)(C)C)O